7-(cyclopentyloxy)-N-(1-methyl-1H-pyrazol-3-yl)-2-((1R,4S)-1-methyl-2-oxabicyclo[2.2.1]heptan-4-yl)imidazo[1,2-a]pyrimidine-6-carboxamide C1(CCCC1)OC1=NC=2N(C=C1C(=O)NC1=NN(C=C1)C)C=C(N2)[C@]21CO[C@](CC2)(C1)C